tert-Butyl (R)-3-(4-(2-hydroxy-2-methylpropyl)piperazin-1-yl)pyrrolidine-1-carboxylate OC(CN1CCN(CC1)[C@H]1CN(CC1)C(=O)OC(C)(C)C)(C)C